[2-[11-ethyl-9-(3-hydroxypropyl)-1,9-diazatricyclo[6.3.1.04,12]dodeca-2,4(12),5,7-tetraen-2-yl]-7-methoxy-1-prop-2-ynyl-benzoimidazol-5-yl]methanone C(C)C1CN(C2=CC=CC=3C=C(N1C32)C3=NC2=C(N3CC#C)C(=CC(=C2)C=O)OC)CCCO